(4-[(3-methyl-1-piperidinyl)methyl])-1,3-thiazol-2-amine CC1CN(CCC1)CC=1N=C(SC1)N